C1(=CC=CC=C1C)C 1,6-xylene